THIAZOLECARBOXYLIC ACID HYDRAZIDE S1C(=NC=C1)C(=O)NN